C(CCCCCCC\C=C/CCCCCCCC)(=O)O.ClCC1=CC=C(C=C)C=C1 4-chloromethyl-styrene oleate